N-(2-chloro-3-(trifluoromethyl)benzyl)-5-fluoro-8-oxo-5,6,7,8-tetrahydroquinoline-5-carboxamide ClC1=C(CNC(=O)C2(C=3C=CC=NC3C(CC2)=O)F)C=CC=C1C(F)(F)F